ClC=1C(=NC=C(C1[C@@H](C)OC=1C=C2C(=NNC2=CC1OC)C=1C=CC(=NC1)N1CC2(COC2)C1)Cl)C 6-[5-[5-[(1R)-1-(3,5-dichloro-2-methyl-4-pyridyl)ethoxy]-6-methoxy-1H-indazol-3-yl]-2-pyridyl]-2-oxa-6-azaspiro[3.3]heptan